7,8-Dichloro-10-hydroxy-5-(2-hydroxy-2-methylpropyl)-6-methyl-3,4,5,6-tetrahydroazepino[4,5-b]indol-2(1H)-one ClC1=C(C=C(C=2C3=C(N(C12)C)C(CNC(C3)=O)CC(C)(C)O)O)Cl